[Na].[N+](=O)([O-])C1=CC=C(C=C1)C1=CC=C(O1)C=NN1C(NC(C1)=O)=O 1-[[[5-(4-nitrophenyl)-2-furyl]methylene]amino]-2,4-imidazolidinedione sodium salt